N-(3-chloro-2-fluoro-phenyl)-7-[2-[(1R,5S)-3-methyl-3-azabicyclo[3.1.0]hexan-1-yl]ethynyl]-6-nitro-quinazolin-4-amine ClC=1C(=C(C=CC1)NC1=NC=NC2=CC(=C(C=C12)[N+](=O)[O-])C#C[C@@]12CN(C[C@H]2C1)C)F